C(C=C)(=O)C(C(C)C)(S(=O)(=O)O)N acryloyl-amino-2,2-dimethyl-ethanesulfonic acid